C(C)(C)(C)OC(C[C@@H](C(=O)NCC(=O)O)NC(=O)OC(C)(C)C)=O 2-[(2S)-4-(tert-butoxy)-2-{[(tert-butoxy)carbonyl]amino}-4-oxobutanoylamino]acetic acid